C(C)C=1C=C(C=CC1C1=CC=C2C(=NN(C2=C1F)C1OCCCC1)C=1NC=C(N1)C=1CCNCC1)O 3-ethyl-4-(7-fluoro-1-(tetrahydro-2H-pyran-2-yl)-3-(4-(1,2,3,6-tetrahydropyridin-4-yl)-1H-imidazol-2-yl)-1H-indazol-6-yl)phenol